(S,E)-4'-cyclopropyl-N-(4-(methylsulfonyl)but-3-en-2-yl)-3'H-spiro[cyclopentane-1,2'-furo[3,2-c]pyridine]-7'-carboxamide C1(CC1)C1=NC=C(C2=C1CC1(O2)CCCC1)C(=O)N[C@@H](C)\C=C\S(=O)(=O)C